(S)-4-amino-1-(2,4-dimethoxybenzyl)pyrrolidin-2-one N[C@H]1CC(N(C1)CC1=C(C=C(C=C1)OC)OC)=O